C(C)(C)(C)OC(=O)N1COC2=C(C1)C=CC=C2C2=CC(=C(C=C2)C(=O)OC)N2CCOCC2.C2(CCCCC2)P(C2=C(C=CC=C2)C2=C(C=C(C=C2C(C)C)C(C)C)C(C)C)C2CCCCC2 dicyclohexyl-[2-(2,4,6-triisopropylphenyl)phenyl]Phosphane tert-butyl-8-(4-methoxycarbonyl-3-morpholin-4-ylphenyl)-2,4-dihydro-1,3-benzoxazine-3-carboxylate